C(C)(=O)C=1SC(=CC1)C(C)=O 2,5-diacetylthiophene